2-(6-(benzo[d][1,3]dioxol-5-yl)-1H-indol-3-yl)acetic acid O1COC2=C1C=CC(=C2)C2=CC=C1C(=CNC1=C2)CC(=O)O